1-(1-bicyclo[1.1.1]pentanyl)-3-methyl-piperidin-4-amine C12(CC(C1)C2)N2CC(C(CC2)N)C